2-oxopentanedioic acid anion O=C(C(=O)[O-])CCC(=O)[O-]